3-(2-Methyl-1-(4-methyl-4H-1,2,4-triazol-3-yl)propan-2-yl)aniline CC(CC1=NN=CN1C)(C)C=1C=C(N)C=CC1